N-(2-benzoylphenyl)-2-(4-(tert-butyl)phenoxy)-N-methylacetamide C(C1=CC=CC=C1)(=O)C1=C(C=CC=C1)N(C(COC1=CC=C(C=C1)C(C)(C)C)=O)C